5-methyl-2-(trifluoromethyl)pyrazolo[1,5-a]pyrimidine-7-carboxylic acid CC1=NC=2N(C(=C1)C(=O)O)N=C(C2)C(F)(F)F